N1C(=NC2=C1C=CC=C2)C=2C=C(C=CC2)NC2=CC=C(C=C2)C2=NC=NC=C2 N-[3-(1H-benzo[d]imidazol-2-yl)phenyl]-4-(pyrimidin-4-yl)aniline